(Z)-2-(5-isothiocyanato-1H-indol-3-yl)-3-(pyridin-3-yl)acrylonitrile N(=C=S)C=1C=C2C(=CNC2=CC1)/C(/C#N)=C/C=1C=NC=CC1